5-bromo-2-ethylpyrazolo[1,5-a]pyridine-3-carboxylic acid ethyl ester C(C)OC(=O)C=1C(=NN2C1C=C(C=C2)Br)CC